(E)-3-(1-methyl-7-((1-(3-(4-(trifluoromethyl)phenyl)acryloyl)piperidin-4-yl)oxy)-1H-indazol-3-yl)piperidine-2,6-dione CN1N=C(C2=CC=CC(=C12)OC1CCN(CC1)C(\C=C\C1=CC=C(C=C1)C(F)(F)F)=O)C1C(NC(CC1)=O)=O